Imidazo[1,2-b]Pyridazine-3-carboxylic acid N=1C=C(N2N=CC=CC21)C(=O)O